C1(=CC=C(C=C1)N(C1=CC=C(C=CC2(CC=C(C=C2)C2=CC=CC=C2)C=CC2=CC=C(C=C2)N(C2=CC=C(C=C2)C)C2=CC=C(C=C2)C)C=C1)C1=CC=C(C=C1)C)C 4,4-bis[4-(di-p-tolylamino)styryl]biphenyl